N-(5-bromo-2-fluorobenzylidene)-2-methylpropane-2-sulfinamide BrC=1C=CC(=C(C=NS(=O)C(C)(C)C)C1)F